N-cyclohexyl-N-ethyl-3-[2-(trans-4-ethylcyclohexyl)-7-fluoro-1H-benzimidazol-1-yl]propanamide C1(CCCCC1)N(C(CCN1C(=NC2=C1C(=CC=C2)F)[C@@H]2CC[C@H](CC2)CC)=O)CC